FC(C1=CC(=NC(=C1)CCCCCCCCC)OC)F 4-(difluoromethyl)-2-methoxy-6-nonylpyridine